F[C@H](C)C=1C=C(C=NC1)NS(=O)(=O)CC N-{5-[(1R)-1-fluoroethyl]pyridin-3-yl}ethane-1-sulfonamide